C(C)(=O)C1=CC(=NN1COCC[Si](C)(C)C)C(=O)N1CC2(CN(C2)C(C(C)(C)C)=O)C1 1-(6-(5-Acetyl-1-((2-(trimethylsilyl)ethoxy)methyl)-1H-pyrazole-3-carbonyl)-2,6-diazaspiro[3.3]heptan-2-yl)-2,2-dimethylpropan-1-one